C1(CCC1)OC=1C=C2C(=NNC(C2=CC1)=O)CC1=CC(=C(C=C1)F)C(=O)N1CC(C1)N(C)C=1N(C(=CN1)C)C 6-Cyclobutoxy-4-(3-(3-((1,5-dimethyl-1H-imidazol-2-yl)(methyl)amino)azetidine-1-carbonyl)-4-fluorobenzyl)phthalazin-1(2H)-one